ClC1=C(C(=O)NC(C(=O)[O-])CC2=CC=C(C=C2)NC(C2=C(C=CC=C2Cl)Cl)=O)C(=CC=C1)C (2-chloro-6-methyl-benzoyl)amino-3-[4-[(2,6-dichlorobenzoyl)amino]phenyl]propanoate